C(C)(=O)O[C@H]1[C@H](O[C@@H]([C@H]([C@@H]1OC(C)=O)OC(C)=O)COC(C)=O)Br 2,3,4,6-tetra-O-acetyl-alpha-D-glucopyranosyl-bromine